(1r,3r)-3-hydroxy-N-(2-(2-methoxypyrimidin-4-yl)-1-methyl-1H-pyrrolo[3,2-c]pyridin-6-yl)cyclobutanecarboxamide OC1CC(C1)C(=O)NC1=CC2=C(C=N1)C=C(N2C)C2=NC(=NC=C2)OC